5-((4-(Prop-2-yn-1-yl)piperazin-1-yl)methyl)isoindoline-2-carboxylic acid tert-butyl ester C(C)(C)(C)OC(=O)N1CC2=CC=C(C=C2C1)CN1CCN(CC1)CC#C